C1(=CC=C(C=C1)[S+](C1=CC=2C(C3=CC=CC=C3SC2C=C1)=O)C1=CC=C(C=C1)C)C 2-[(di-p-tolyl)sulphonio]thioxanthone